FC=1C=C2C(NC=3C=CN4N=CC(C(NC[C@@H]5CC(N(C2=CC1)C5)=O)=O)=C4N3)C (13S)-6-fluoro-3-methyl-2,10,15,19,20,23-hexaazapentacyclo[15.5.2.110,13.04,9.020,24]pentacosa-1(23),4,6,8,17(24),18,21-heptaene-11,16-dione